C(C1=CC=CC=C1)(=O)OCC(COC(C1=CC=CC=C1)=O)C 2-methyl-1,3-propanediol dibenzoate